C(C(=C)C)(=O)OCCC[Si](OC)(OC)OC.N1C=NC=C1 imidazole compound with 3-methacryloxypropyltrimethoxysilane